NC=1C2=C(N=CN1)N(C=C2C2=NN(C=C2)S(=O)(=O)C)[C@H]2[C@@H]([C@@H]([C@H](C2)CNCCCNCCC2=CC=CC=C2)O)O (1R,2S,3R,5R)-3-[4-amino-5-(1-methanesulfonylpyrazol-3-yl)pyrrolo[2,3-d]pyrimidin-7-yl]-5-[({3-[(2-phenylethyl)amino]propyl}amino)methyl]cyclopentane-1,2-diol